BrC1=CC=C2C(=C1Cl)OCC[C@]21N=C2N(C=C(C=C2OC(F)F)C(F)(F)F)C1 (S)-7-bromo-8-chloro-8'-(difluoromethoxy)-6'-(trifluoromethyl)-3'h-spiro[chroman-4,2'-imidazo[1,2-a]pyridine]